C(CC)C(COCCCN)CCCCC 3-(2-propylheptyloxy)-propylamine